(1-(2-(6-Chloro-1H-indol-3-yl)ethyl)-7-ethoxy-6-methoxy-3,4-dihydroisoquinolin-2(1H)-yl)(morpholinyl)methanone ClC1=CC=C2C(=CNC2=C1)CCC1N(CCC2=CC(=C(C=C12)OCC)OC)C(=O)N1CCOCC1